C(C1=CC=CC=C1)OCCN1CC2=CC=CC=C2C2(CCN(CC2)[C@@H]2CC[C@@H](CC2)C(C)C)C1=O 2-(2-(benzyl-oxy)ethyl)-1'-(cis-4-isopropyl-cyclohexyl)-1,2-dihydro-3H-spiro[isoquinoline-4,4'-piperidin]-3-one